FC=1C=C2C(C(=CN(C2=CC1N1[C@H](CCC1)COC1=NC=CC=C1)C1CC(C1)CO)C(=O)O)=O (R)-6-fluoro-1-(3-(hydroxy-methyl)cyclobutyl)-4-oxo-7-(2-((pyridin-2-yloxy)methyl)pyrrolidin-1-yl)-1,4-dihydro-quinoline-3-carboxylic acid